oxygen titanium-zirconium [Zr].[Ti].[O]